C[C@H]1N(CCOC1)C1=NC2=C(N=CC=C2C(=C1)C(=O)O)C1=CC=NN1[C@@H]1OCCCC1 2-[(3R)-3-methylmorpholin-4-yl]-8-{1-[(2R)-tetrahydro-2H-pyran-2-yl]-1H-pyrazol-5-yl}-1,7-naphthyridine-4-carboxylic acid